FC=1C(=NC=CC1)S(=O)(=O)NC=1C=CC=C2CCCNC12 3-fluoro-N-(1,2,3,4-tetrahydroquinolin-8-yl)pyridine-2-sulfonamide